N-[[2-(2-formylphenyl)sulfanyl-5-phenyl-3-(trifluoromethyl)phenyl]methyl]carbamic acid 9H-fluoren-9-ylmethyl ester C1=CC=CC=2C3=CC=CC=C3C(C12)COC(NCC1=C(C(=CC(=C1)C1=CC=CC=C1)C(F)(F)F)SC1=C(C=CC=C1)C=O)=O